FC(CNC(=O)C=1C=NN2C1C=C(C=C2)C2=CNC=1N=C(N=CC12)N[C@H](COC)C)(C)C (S)-N-(2-fluoro-2-methylpropyl)-5-(2-((1-methoxypropan-2-yl)amino)-7H-pyrrolo[2,3-d]pyrimidin-5-yl)pyrazolo[1,5-a]pyridine-3-carboxamide